1-[2-methyl-5-(trifluoromethyl)-pyrazol-3-yl]Vinyl ketone CN1N=C(C=C1C(=C)C(=O)C(=C)C=1N(N=C(C1)C(F)(F)F)C)C(F)(F)F